C(C)(=O)O[C@H]1[C@@H]2C(C(C([C@H]([C@H]1OC(C1=CC=C(C=C1)OC)(C1=CC=C(C=C1)OC)C1=CC=C(C=C1)OC)N2C)(C)C)O)(C)C (1R,5S,6S,7R)-7-(Tris(4-methoxyphenyl) methoxy)-2,2,4,4,8-pentamethyl-3-hydroxy-8-azabicyclo[3.2.1]octan-6-yl acetate